COC1=C(C=C2C=NN(C2=C1)COCC[Si](C)(C)C)NC1=C2N=CNC2=NC=N1 N-(6-methoxy-1-((2-(trimethylsilyl)ethoxy)methyl)-1H-indazol-5-yl)-9H-purin-6-amine